CN1C=NC(=C1)CC1=CNC2=CC(=CC=C12)C#N 3-(1-methyl-1H-imidazol-4-ylmethyl)-1H-indole-6-carbonitrile